[Ru](Cl)(Cl)Cl.C1(CCCCC1)P(C1CCCCC1)C1CCCCC1.C1(CCCCC1)P(C1CCCCC1)C1CCCCC1.C1(CCCCC1)P(C1CCCCC1)C1CCCCC1 tri(tricyclohexylphosphine) ruthenium chloride